5-{2-acetamidoimidazo[1,2-b]pyridazin-6-yl}-2-methoxy-N,6-dimethyl-N-{[2-(trifluoromethoxy)phenyl]methyl}pyridine-3-carboxamide C(C)(=O)NC=1N=C2N(N=C(C=C2)C=2C=C(C(=NC2C)OC)C(=O)N(CC2=C(C=CC=C2)OC(F)(F)F)C)C1